4-([1,4'-bipiperidin]-1'-yl)-3-methoxyaniline N1(CCCCC1)C1CCN(CC1)C1=C(C=C(N)C=C1)OC